C(CC)C(C#N)C Propylpropionitrile